2,6-bis(benzyloxy)-N-(2-fluoro-3-nitrophenyl)pyridin-3-amine C(C1=CC=CC=C1)OC1=NC(=CC=C1NC1=C(C(=CC=C1)[N+](=O)[O-])F)OCC1=CC=CC=C1